1-ethyl-2-formyl-4,6-dihydropyrrolo[3,4-d]imidazole-5(1H)-carboxylic acid tert-butyl ester C(C)(C)(C)OC(=O)N1CC=2N(C(=NC2C1)C=O)CC